trimethylolpropane bis(2-methyl-1-aziridinepropionate) CC1N(C1)CCC(=O)O.CC1N(C1)CCC(=O)O.C(O)C(CC)(CO)CO